4-fluoro-2-(4-hydroxybutyl)-3-(1H-pyrazol-5-yl)-1-naphthalenecarbonitrile FC1=C(C(=C(C2=CC=CC=C12)C#N)CCCCO)C1=CC=NN1